2,2'-bis-(2,4,5-trifluorophenyl)-4,4',5,5'-tetrakis-(3-methoxyphenyl)-biimidazole FC1=C(C=C(C(=C1)F)F)C1(N=C(C(=N1)C1=CC(=CC=C1)OC)C1=CC(=CC=C1)OC)C1(N=C(C(=N1)C1=CC(=CC=C1)OC)C1=CC(=CC=C1)OC)C1=C(C=C(C(=C1)F)F)F